OC[C@H]1CN(CCN1C1=NC=C(C=N1)C(F)(F)F)C(=O)OCCC1=CNC(C(=C1)C(F)(F)F)=O 2-(6-Oxo-5-(trifluoromethyl)-1,6-dihydropyridin-3-yl)ethyl (R)-3-(hydroxymethyl)-4-(5-(trifluoromethyl)pyrimidin-2-yl)piperazine-1-carboxylate